P(=O)([O-])([O-])[O-].[Na+].[O-]P(O)(=O)OP(=O)(O)O.[Fe+3] ferric pyrophosphate sodium phosphate